(R)-N-methyl-N-(1-(4-(4,4,5,5-tetramethyl-1,3,2-dioxaborolan-2-yl)phenyl)pyrrolidin-3-yl)methanesulfonamide CN(S(=O)(=O)C)[C@H]1CN(CC1)C1=CC=C(C=C1)B1OC(C(O1)(C)C)(C)C